ClC=1C(N(C(=CC1OCC1=C(C=C(C=C1)F)F)C)CC1=CC=C(C(=O)NCC(C)(C)O)C=C1)=O 4-{[3-chloro-4-[(2,4-difluorobenzyl)oxy]-6-methyl-2-oxopyridin-1(2H)-yl]methyl}-N-(2-hydroxy-2-methylpropyl)benzamide